C(C)(C)(C)OC(=O)N1CC(C1)C1=NN(C=C1)C1=C(C=C(C=C1)Cl)Cl 3-[1-(2,4-dichlorophenyl)pyrazol-3-yl]azetidine-1-carboxylic acid tert-butyl ester